N-(6-(6-(1-methyl-1H-pyrazol-4-yl)imidazo[1,2-a]pyridin-3-yl)pyridin-2-yl)-2-azaspiro[3.3]heptan-6-amine CN1N=CC(=C1)C=1C=CC=2N(C1)C(=CN2)C2=CC=CC(=N2)NC2CC1(CNC1)C2